4-[1-(4-fluorophenyl)-4-hydroxy-2-(1-methoxycarbonyl-3-methyl-azetidin-3-yl)indol-3-yl]Benzoic acid FC1=CC=C(C=C1)N1C(=C(C2=C(C=CC=C12)O)C1=CC=C(C(=O)O)C=C1)C1(CN(C1)C(=O)OC)C